6-bromo-N-(3,3-difluorocyclobutyl)pyridin-2-amine BrC1=CC=CC(=N1)NC1CC(C1)(F)F